O=CCC1=CC=C(C=C1)CC(=O)O [4-(2-oxoethyl)phenyl]acetic acid